lead-magnesium-zirconium-niobium [Nb].[Zr].[Mg].[Pb]